butyltin tris-stearate C(CCCCCCCCCCCCCCCCC)(=O)[O-].C(CCCCCCCCCCCCCCCCC)(=O)[O-].C(CCCCCCCCCCCCCCCCC)(=O)[O-].C(CCC)[Sn+3]